BROMoCHLORoMETHAN BrCCl